6-chloro-4-oxo-1-(pyrazin-2-yl){5H,6H,7H-pyrrolo[3,4-b]pyridin-6-yl}-1,4-dihydro-1,8-naphthyridine-3-carboxylic acid ClC=1C=C2C(C(=C(N(C2=NC1)C1=NC=CN=C1)N1CC2=NC=CC=C2C1)C(=O)O)=O